1-[4-[3,5-difluoro-4-(trifluoromethyl)phenyl]-3-fluorophenyl]-4-(5-propyltetrahydropyran-2-yl)cyclohexanol FC=1C=C(C=C(C1C(F)(F)F)F)C1=C(C=C(C=C1)C1(CCC(CC1)C1OCC(CC1)CCC)O)F